S1C=NC2=C1C=C(C=C2)NC2=C(N=NC(=C2)C2=C(C=CC(=C2)Cl)F)C=2CCN(CC2)C(=O)OC(C)(C)C tert-butyl 4-{4-[(1,3-benzothiazol-6-yl)amino]-6-(5-chloro-2-fluorophenyl)pyridazin-3-yl}-1,2,3,6-tetrahydropyridine-1-carboxylate